6-[bis(4-methoxyphenyl)amino]-1-ethyl-2-[(1E)-2-(quinolin-3-yl)vinyl]benzo[cd]indole COC1=CC=C(C=C1)N(C=1C=2C3=C(C(N(C3=CC1)CC)\C=C\C=1C=NC3=CC=CC=C3C1)C=CC2)C2=CC=C(C=C2)OC